NC1=C(C(=NN1C(C)C)C(=O)NC=1C=NC=C(C1)NC(CC1=CC=C(C=C1)C(F)(F)F)=O)C(=O)N 5-amino-1-isopropyl-N3-(5-(2-(4-(trifluoromethyl)phenyl)acetylamino)pyridin-3-yl)-1H-pyrazole-3,4-dicarboxamide